(S)-2-(5-((6-(((S)-1-(3-(tert-butyl)-5-fluorophenyl)ethyl)carbamoyl)-1,2-dimethyl-1H-indol-3-yl)methyl)-2-chlorophenoxy)propanoic acid C(C)(C)(C)C=1C=C(C=C(C1)F)[C@H](C)NC(=O)C1=CC=C2C(=C(N(C2=C1)C)C)CC=1C=CC(=C(O[C@H](C(=O)O)C)C1)Cl